ethyl (2R,3S)-3-(((tert-butyl dimethyl silyl)oxy)methyl)oxirane-2-carboxylate [Si](C)(C)(C(C)(C)C)OC[C@H]1[C@@H](O1)C(=O)OCC